ClC=1C=C2C(=NC1)[C@]1([C@@](O2)([C@@H]([C@H]([C@H]1O)CN(C)C)C1=CC=CC=C1)C1=CC=C(C=C1)C(F)(F)F)O (5aR,6S,7S,8R,8aS)-3-chloro-7-((dimethylamino)methyl)-6-phenyl-5a-(4-(trifluoromethyl)phenyl)-5a,6,7,8-tetrahydro-8aH-cyclopenta[4,5]furo[3,2-b]pyridine-8,8a-diol